NC(C(=O)[O-])\C=C\C(C)(C)C (E)-2-amino-5,5-dimethyl-3-hexenoate